C(C)(=O)C1CC(C=2N1N=C(N2)C(=O)OCC)OCC2=CC=CC=C2 ethyl 5-acetyl-7-benzyloxy-6,7-dihydro-5H-pyrrolo[1,2-b][1,2,4]triazole-2-carboxylate